CS(=O)(=O)[O-].C(CCCCCCCCCCC)[NH+]1C=C(C=C1)CCCC 1-dodecyl-3-butylpyrrolium methanesulfonate